C(C)(C)(C)[C@@]1(COCC2=C1NC(C1=C2C=C(S1)C1=CC=NC=C1)=O)O |r| racemic-4-(tert-butyl)-4-hydroxy-8-(pyridin-4-yl)-1,3,4,5-tetrahydro-6H-pyrano[4,3-b]thieno[3,2-d]pyridin-6-one